(S)-2-amino-3-(3,4-dihydroxyphenyl)-2-methylpropanamide N[C@](C(=O)N)(CC1=CC(=C(C=C1)O)O)C